FC(C[C@H](C)NC(OCC1CC(C1)C=1C=NC(=NC1)N)=O)(F)F ((1s,3R)-3-(2-aminopyrimidin-5-yl)cyclobutyl)methyl ((S)-4,4,4-trifluorobutan-2-yl)carbamate